(1S)-1-[3-(3-fluorophenyl)-1,2,4-oxadiazol-5-yl]Ethylamine hydrochloride Cl.FC=1C=C(C=CC1)C1=NOC(=N1)[C@H](C)N